C1N(CC2=CC=CC=C12)C(CCS(=O)(=O)C1=CC=CC=C1)=O 1-(1,3-dihydro-2H-isoindol-2-yl)-3-(phenylsulfonyl)propan-1-one